Methyl 4-amino-3,6-dichloropicolinate NC1=C(C(=NC(=C1)Cl)C(=O)OC)Cl